CN1C(C2=CC=C(C=C2C1)NC1=CC=C(C=C1)N1CCC(CC1)C(F)(F)F)=O 2-methyl-5-((4-(4-(trifluoromethyl)piperidin-1-yl)phenyl)amino)isoindolin-1-one